FC=1C(=CC2=C(OC[C@H](CN2C)NC(C2=CC=CC=C2)(C2=CC=CC=C2)C2=CC=CC=C2)C1)N1CC2(C1)CCOCC2 (S)-8-fluoro-5-methyl-7-(7-oxa-2-azaspiro[3.5]nonan-2-yl)-3-(tritylamino)-2,3-Dihydrobenzo[b][1,4]oxazepine